5-amino-8-fluoro-3-methylimidazo[1,5-c]quinazoline-9-carboxylic acid NC1=NC=2C=C(C(=CC2C=2N1C(=NC2)C)C(=O)O)F